BrC=1C=C(C(=C(OCC(=O)OCC2=CC=CC=C2)C1)C=O)O benzyl 2-(5-bromo-2-formyl-3-hydroxyphenoxy)acetate